CNC(C1=CN=C(C=C1C1=C(C=CC=C1)C)N1CCN(CC1)C)=O N-methyl-6-(4-methylpiperazin-1-yl)-4-(o-tolyl)nicotinamide